racemic-2-((1S,2S)-2-(4-chloro-3-fluorophenyl)cyclopropyl)-4,4,5,5-tetramethyl-1,3,2-dioxaborolane ClC1=C(C=C(C=C1)[C@@H]1[C@H](C1)B1OC(C(O1)(C)C)(C)C)F |r|